O(C1=CC=CC=C1)C1=NC(=NC(=C1)C1=CC=CC=C1)NS(=O)(=O)N1CCCC1 N-(4-phenoxy-6-phenyl-pyrimidin-2-yl)pyrrolidine-1-sulfonamide